FC=1C=CC2=C(NC(=NS2(=O)=O)NCC=2C=NC=CC2)C1[C@H](C)C1=C(C=CC=C1)F (R)-6-fluoro-5-(1-(2-fluorophenyl)ethyl)-3-((pyridin-3-ylmethyl)amino)-4H-benzo[e][1,2,4]thiadiazine 1,1-dioxide